NC1=C2N=CN(C2=NC=N1)C[C@@H](C)OCP(OCCCOCCCCCCCCCC#C[Si](C1=C(C(=C(C(=C1F)F)F)F)F)(C)C)(O)=O 3-((11-(dimethyl(perfluorophenyl)silyl)undec-10-yn-1-yl)oxy)propyl hydrogen ((((R)-1-(6-amino-9H-purin-9-yl)propan-2-yl)oxy)methyl)phosphonate